C1(=CC=CC=C1)C(CC1CCNCCCC1)CC 4-(2-phenylbutyl)-1-azacyclooctane